FC=1C=C2C=NN(C2=CC1O)C1=CC=C(C=C1)C1=C(C=CC=C1)O 5-Fluoro-1-(2'-hydroxy-[1,1'-biphenyl]-4-yl)-1H-indazol-6-ol